C1(CC1)S(=O)(=O)N1N=CC(=C1)C1=NC=CC(=N1)NC1=CC(=C(C=N1)C1=NC=C(C=C1)CN1CCOCC1)NC1CCC(CC1)F N6'-(2-(1-(Cyclopropylsulfonyl)-1H-pyrazol-4-yl)pyrimidin-4-yl)-N4'-((1s,4s)-4-fluorocyclohexyl)-5-(morpholinomethyl)-[2,3'-bipyridine]-4',6'-diamine